O(C1=CC=CC=C1)C1=CC=C(C=C1)N1N=C2C(NCC[C@@H]2N2CCNCC2)=C1C(=O)N (7S)-2-(4-phenoxyphenyl)-7-(piperazin-1-yl)-4,5,6,7-tetrahydro-2H-pyrazolo[4,3-b]pyridine-3-carboxamide